ClC1=C(C=C(OCCCN2C(=CC(=C2)S(=O)(=O)CC2=CC=CC=C2)C(=O)OC)C=C1C)C methyl 1-(3-(4-chloro-3,5-dimethylphenoxy) propyl)-4-toluenesulfonyl-1H-pyrrole-2-carboxylate